ClC=1C=2C(N=C3N(C2C=CC1)C1=CC(=CC=C1C3(C)C)C3CCN(CC3)CC3=C(C#N)C=C(C=C3)N3CCN(CC3)C3=CC(=C(C(=C3)F)C3C(NC(CC3)=O)=O)F)=O ((4-(4-chloro-7,7-dimethyl-5-oxo-5,7-dihydroindolo[1,2-a]quinazolin-10-yl)piperidin-1-yl)methyl)-5-(4-(4-(2,6-dioxopiperidin-3-yl)-3,5-difluorophenyl)piperazin-1-yl)benzonitrile